CCCCCCCCCCCCCCCC(=O)OC[C@@H](CO)O The molecule is a 3-acyl-sn-glycerol in which the acyl group is specified as palmitoyl (hexadecanoyl). It has a role as a metabolite. It is a 3-acyl-sn-glycerol and a 1-monopalmitoylglycerol. It is an enantiomer of a 1-hexadecanoyl-sn-glycerol.